2-Chloro-5-methyl-N4-(3,4-dimethoxyphenyl)pyrimidin-4-amine ClC1=NC=C(C(=N1)NC1=CC(=C(C=C1)OC)OC)C